C(C1CO1)OCCC[Si](OC)(OC)OC γ-glycidyloxypropyl-trimethoxysilane